1-(4-(7-chloro-6-(2-chloro-5-fluorophenyl)quinazolin-4-yl)piperazin-1-yl)prop-2-en-1-one ClC1=C(C=C2C(=NC=NC2=C1)N1CCN(CC1)C(C=C)=O)C1=C(C=CC(=C1)F)Cl